tert-butyl (3R)-3-aminopyrrolidine-1-carboxylate hydrochloride Cl.N[C@H]1CN(CC1)C(=O)OC(C)(C)C